C(CCCCCCC\C=C/CCCCCCCC)OC(COCCCCCCCC\C=C/CCCCCCCC)C(CCCCCCCCCCCC)OCCOCCOCCOCCNC(=O)C=1N=CNC1 N-[2-[2-[2-[2-[1-[1,2-bis[(Z)-octadec-9-enoxy]ethyl]tridecoxy]ethoxy]ethoxy]ethoxy]ethyl]-1H-imidazole-4-carboxamide